(5-(1-((3,5-difluorophenyl)sulfonyl)-1,2,5,6-tetrahydropyridin-4-yl)-3-hydroxy-pyridin-2-yl)glycine FC=1C=C(C=C(C1)F)S(=O)(=O)N1CC=C(CC1)C=1C=C(C(=NC1)NCC(=O)O)O